dimethylaminomethylethoxydimethylsilane CN(C)C[Si](C)(C)OCC